FC1=C(C(=O)N(C2CCN(CC2)C)C)C=CC(=C1)C1=NC(=CN=C1)C=1SC=C(C1)NC(CCCC)=O 2-fluoro-N-methyl-N-(1-methylpiperidin-4-yl)-4-(6-(4-pentanamidothiophen-2-yl)pyrazin-2-yl)benzamide